3-vinylpropyltriethoxysilane C(=C)CCC[Si](OCC)(OCC)OCC